2-{4-[1-(5-bromopyridin-2-yl)piperidin-4-yl]phenoxy}-N,N-dimethylethanamine BrC=1C=CC(=NC1)N1CCC(CC1)C1=CC=C(OCCN(C)C)C=C1